1-[(2s,4r)-4-({4-[5-(aminomethyl)-1,3,4-oxadiazol-2-yl]phenyl}amino)-2-methyl-3,4-dihydroquinolin-1(2H)-yl]propan-1-one NCC1=NN=C(O1)C1=CC=C(C=C1)N[C@@H]1C[C@@H](N(C2=CC=CC=C12)C(CC)=O)C